(3-bromo-5-fluoro-2-(trifluoromethyl)pyridin-4-yl)(cyclopropyl)methanol tert-butyl-(4-((tert-butoxycarbonyl)oxy)-5-chloro-2-fluorophenyl)carbamate C(C)(C)(C)N(C(=O)OC(C1CC1)C1=C(C(=NC=C1F)C(F)(F)F)Br)C1=C(C=C(C(=C1)Cl)OC(=O)OC(C)(C)C)F